ClC1=NC=C(C(=N1)NC=1C=C2C=C(C(N(C2=C(C1)OCCCC1CN(CC(C1(F)F)C)C(=O)[O-])C)=O)OCC(=O)NC)Cl 3-[3-[[6-[(2,5-dichloropyrimidin-4-yl)amino]-1-methyl-3-[2-(methylamino)-2-oxo-ethoxy]-2-oxo-8-quinolyl]oxy]propyl]-4,4-difluoro-5-methyl-piperidine-1-carboxylate